Ethyl 5-(bicyclo[2.2.1]heptan-2-ylmethyl)-4H-1,2,4-triazol-3-carboxylate C12C(CC(CC1)C2)CC=2NC(=NN2)C(=O)OCC